N-(5-Bromo-4-(2-(dimethylamino)ethoxy)pyridin-2-yl)-6-(2-methoxy-4-(5-methyl-1,2,4-oxadiazol-3-yl)phenyl)nicotinamid BrC=1C(=CC(=NC1)NC(C1=CN=C(C=C1)C1=C(C=C(C=C1)C1=NOC(=N1)C)OC)=O)OCCN(C)C